ClC1=NC(=NC(=N1)N)NC1(CC1)C1=C(C(=CC=C1)F)F 6-chloro-N4-[1-(2,3-difluorophenyl)cyclopropyl]-1,3,5-triazine-2,4-diamine